(R)-1-((5-(5-(difluoromethyl)-1,3,4-oxadiazole-2-yl)pyridine-2-yl)methyl)-6-fluoro-3-(1-(oxetan-3-yl)pyrrolidine-3-yl)-5-(pyridine-3-yl)-1,3-dihydro-2H-benzo[d]imidazole-2-one FC(C1=NN=C(O1)C=1C=CC(=NC1)CN1C(N(C2=C1C=C(C(=C2)C=2C=NC=CC2)F)[C@H]2CN(CC2)C2COC2)=O)F